C(C)OC(C1=C(C=C(C=C1)Cl)OC(F)(F)F)=O 4-chloro-2-(trifluoromethoxy)benzoic acid ethyl ester